tert-butyl 2-(2-oxopiperidin-4-yl)hydrazine-1-carboxylate O=C1NCCC(C1)NNC(=O)OC(C)(C)C